FC1=C(/C=C/C2CN(C2)C(=O)OC(C)(C)C)C(=CC=C1)C(F)(F)F tert-Butyl (E)-3-(2-fluoro-6-(trifluoromethyl)styryl)azetidine-1-carboxylate